FC1=C2C(=NC=NC2=C(C=C1)OC)N1CCC(CC1)CCP(O)(O)=O (2-(1-(5-fluoro-8-methoxyquinazolin-4-yl)piperidin-4-yl)ethyl)phosphonic Acid